[OH-].OC(C[N+]1=CC=CC=C1)CS(=O)(=O)O 1-(2-hydroxy-3-sulfopropyl)pyridinium hydroxide